(E)-3-(3,4-Dimethoxyphenyl)-1-(2-hydroxy-4,6-dimethylphenyl)prop-2-en-1-one COC=1C=C(C=CC1OC)/C=C/C(=O)C1=C(C=C(C=C1C)C)O